7-(2-(4-(6-fluorobenzothiophen-4-yl)piperazin-1-yl)ethyl)-1-(2-phenylacetyl)-3,4-diHydroquinolin-2(1H)-one FC1=CC2=C(C=CS2)C(=C1)N1CCN(CC1)CCC1=CC=C2CCC(N(C2=C1)C(CC1=CC=CC=C1)=O)=O